ClC=1C=C(C=C(C1)Cl)C1(CC(=NO1)C1=CC(=C(C(=O)NC2=NN(C(=N2)CCC(F)(F)F)C)C=C1)C)C(F)(F)F 4-(5-(3,5-dichlorophenyl)-5-(trifluoromethyl)-4,5-dihydroisoxazol-3-yl)-2-methyl-N-(1-methyl-5-(3,3,3-trifluoropropyl)-1H-1,2,4-triazol-3-yl)benzamide